C(C)S(=O)(=O)N1CCN(CC1)CC1=CC=C(C(=O)N)C=C1 4-((4-(ethylsulfonyl)piperazin-1-yl)methyl)benzamide